C(C1=CC=CC=C1)OC=1C=C2CC(COC2=CC1)C=1NC=CN1 2-(6-benzyloxy-chroman-3-yl)-1H-imidazole